N1CC(C1)CCC 3-(azetidin-3-yl)propane